C(C)C=1C=C2C(=NC1OC)C=CN2S(=O)(=O)C2=CC=CC=C2 6-ethyl-5-methoxy-1-(benzenesulfonyl)-1H-pyrrolo[3,2-b]pyridine